N-(1-cyanocyclopropyl)-3-(5-(difluoromethyl)-1,3,4-thiadiazol-2-yl)-8-(4-(1-methoxycyclopropane-1-carbonyl)piperazin-1-yl)imidazo[1,5-a]pyridine-6-sulfonamide C(#N)C1(CC1)NS(=O)(=O)C=1C=C(C=2N(C1)C(=NC2)C=2SC(=NN2)C(F)F)N2CCN(CC2)C(=O)C2(CC2)OC